Tert-butyl (7-fluoro-2-oxo-2,3,4,5-tetrahydro-1H-1-benzazepin-4-yl)carbamate FC=1C=CC2=C(CC(CC(N2)=O)NC(OC(C)(C)C)=O)C1